1-[3-(difluoromethyl)-2-fluorophenyl]ethylamine sulfate S(=O)(=O)(O)O.FC(C=1C(=C(C=CC1)C(C)N)F)F